5-bromo-6-fluoro-4-(2-hydroxyethyl)-3-oxo-3,4-dihydroquinoxaline-1(2H)-carboxylic acid tert-butyl ester C(C)(C)(C)OC(=O)N1CC(N(C2=C(C(=CC=C12)F)Br)CCO)=O